4-((4-(2-Chloroethoxy)phenyl)diazenyl)benzoic acid ClCCOC1=CC=C(C=C1)N=NC1=CC=C(C(=O)O)C=C1